IC(C(=C(F)F)F)(C)F iodotetrafluorobutene